potassium dithiooctanoate C(CCCCCCC)(=S)[S-].[K+]